C1(CC1)N(C(C1=C(C=CC(=C1)F)OC=1C(=NC=NC1)N1CC2(C1)CCN(CC2)C[C@@H]2OC[C@H](CC2)NS(NC)(=O)=O)=O)C(C)C N-Cyclopropyl-5-fluoro-N-isopropyl-2-((4-(7-(((2R,5S)-5-((N-methylsulfamoyl)amino)tetrahydro-2H-pyran-2-yl)methyl)-2,7-diazaspiro[3.5]nonan-2-yl)pyrimidin-5-yl)oxy)benzamide